BrC1=CC=C(C=C1)C1=CC(=CC=C1)C#N 4'-bromo-[1,1'-biphenyl]-3-carbonitrile